O1N=C(C=C1)C=1NC=C(N1)[C@H]([C@@H]([C@@H](CO)O)O)O (1R,2S,3R)-1-(2-(isoxazol-3-yl)-1H-imidazol-4-yl)butane-1,2,3,4-tetraol